tert-butyl 3,4-dihydroxypyrrolidine-1-carboxylate OC1CN(CC1O)C(=O)OC(C)(C)C